(S)-(4-(7-fluoroquinolin-4-yl)piperazin-1-yl)(1-((4-methyl-4H-1,2,4-triazol-3-yl)methyl)pyrrolidin-3-yl)methanone FC1=CC=C2C(=CC=NC2=C1)N1CCN(CC1)C(=O)[C@@H]1CN(CC1)CC1=NN=CN1C